(R)-2-(3-(1-aminoethyl)phenyl)-2,2-difluoroethane-1-ol formate C(=O)OCC(F)(F)C1=CC(=CC=C1)[C@@H](C)N